chromium Chromium [Cr].[Cr]